oxiran-2-yl tosylate S(=O)(=O)(OC1OC1)C1=CC=C(C)C=C1